ethyl 6-(bromomethyl)-4-(6-fluoro-2-methylpyridin-3-yl)-2-(thiazol-2-yl)-1,4-dihydropyrimidine-5-carboxylate BrCC1=C(C(N=C(N1)C=1SC=CN1)C=1C(=NC(=CC1)F)C)C(=O)OCC